[6-[(2,4-difluorophenyl)methyl]-2-azaspiro[3.3]heptan-2-yl]-[6-(5-ethyl-1,2,4-triazol-1-yl)-2-azaspiro[3.3]heptan-2-yl]methanone FC1=C(C=CC(=C1)F)CC1CC2(CN(C2)C(=O)N2CC3(C2)CC(C3)N3N=CN=C3CC)C1